1-methyl-4-((3-nitro-5-(trifluoromethyl)phenoxy)methyl)piperidine CN1CCC(CC1)COC1=CC(=CC(=C1)C(F)(F)F)[N+](=O)[O-]